6-((2-chloro-6-((5-cyclopropyl-3-(2,6-dichlorophenyl)isoxazol-4-yl)methoxy)naphthalen-1-yl)oxy)-2-methylnicotinic acid ClC1=C(C2=CC=C(C=C2C=C1)OCC=1C(=NOC1C1CC1)C1=C(C=CC=C1Cl)Cl)OC1=NC(=C(C(=O)O)C=C1)C